C(C)(C)(C)OC(N(C)[C@H]1C[C@H](NCC1)C1=CC=C(C=C1)F)=O ((2S,4R)-2-(4-fluorophenyl)piperidin-4-yl)(methyl)carbamic acid tert-butyl ester